3-(5-(6-(4-fluorophenyl)-2-azaspiro[3.3]heptane-2-carbonyl)-1-oxoisoindolin-2-yl)piperidine-2,6-dione FC1=CC=C(C=C1)C1CC2(CN(C2)C(=O)C=2C=C3CN(C(C3=CC2)=O)C2C(NC(CC2)=O)=O)C1